6-[2-cyano-3-[[ethyl(methyl)sulfamoyl]amino]-6-fluoro-phenoxy]-3-[2-methyl-3-(4-piperidyl)propyl]-4-oxo-quinazoline C(#N)C1=C(OC=2C=C3C(N(C=NC3=CC2)CC(CC2CCNCC2)C)=O)C(=CC=C1NS(N(C)CC)(=O)=O)F